2-chloro-5-{[(2,2-dimethylpropionyl)amino]methyl}-N-{1-[6-(2-fluoropropane-2-yl)pyridin-3-yl]-1H-indazol-4-yl}benzamide ClC1=C(C(=O)NC2=C3C=NN(C3=CC=C2)C=2C=NC(=CC2)C(C)(C)F)C=C(C=C1)CNC(C(C)(C)C)=O